The molecule is a phosphate salt that is the diphosphate salt of histamine. It has a role as a histamine agonist. It contains a histamine. C1=C(NC=N1)CCN.OP(=O)(O)O.OP(=O)(O)O